N,N-dimethyl-asparagine CN([C@@H](CC(N)=O)C(=O)O)C